C1(CC1)C=1C(=C2C=NNC2=CC1)CNC(C1=CC=C(C=C1)C)=O N-((5-cyclopropyl-1H-indazol-4-yl)methyl)-4-methylbenzamide